(+)-(+)-(1R,2S,4R,5S)-5,9-dihydroxyborneol O[C@@H]1[C@@H]2C[C@@H]([C@](C1)(C2(C)CO)C)O